Bis-(2-dimethylamino-ethyl)ether CN(CCOCCN(C)C)C